7-fluoroindol-5-amine FC=1C=C(C=C2C=CNC12)N